4-(9-((4-(((tert-butoxycarbonyl)amino)methyl)phenyl)carbamoyl)-4,5-dihydrobenzo[b]thieno[2,3-d]oxepin-8-yl)-3-formylphenyl trifluoromethanesulfonate FC(S(=O)(=O)OC1=CC(=C(C=C1)C=1C(=CC2=C(OCCC3=C2SC=C3)C1)C(NC1=CC=C(C=C1)CNC(=O)OC(C)(C)C)=O)C=O)(F)F